S(=O)(=O)(ON1C2C=C(CN(C1=O)C2)N2N=CC=C2CCO)[O-].[Na+] sodium [3-[5-(2-hydroxyethyl)pyrazol-1-yl]-7-oxo-1,6-diazabicyclo[3.2.1]oct-3-en-6-yl] sulfate